Racemic-N-(3-chloro-4-(1,3-oxazol-5-yl)phenyl)chromane-3-carboxamide ClC=1C=C(C=CC1C1=CN=CO1)NC(=O)[C@H]1COC2=CC=CC=C2C1 |r|